tert-butyl 7-amino-8-iodo-3,4-dihydro-2,6-naphthyridine-2(1H)-carboxylate NC1=NC=C2CCN(CC2=C1I)C(=O)OC(C)(C)C